3,4-dichloro-2-methyl-2H-indazole ClC=1N(N=C2C=CC=C(C12)Cl)C